N-(3-cyclopropyl-4-((3-fluorobenzyl)oxy)phenyl)acrylamide C1(CC1)C=1C=C(C=CC1OCC1=CC(=CC=C1)F)NC(C=C)=O